dimethyl-tetradecyl-(3-triethoxysilylpropyl)ammonium chloride [Cl-].C[N+](CCC[Si](OCC)(OCC)OCC)(CCCCCCCCCCCCCC)C